N[C@H](C(=O)O)CC(=O)OC(C)(C)C (S)-2-amino-4-(tert-butoxy)-4-oxobutanoic acid